6-(4-methoxyphenyl)-2,3-diphenyl-5-(thiazol-4-ylamino)pyrazolo[1,5-a]pyrimidin-7(4H)-one COC1=CC=C(C=C1)C1=C(NC=2N(C1=O)N=C(C2C2=CC=CC=C2)C2=CC=CC=C2)NC=2N=CSC2